CS(=O)(=O)OCC1=CC(=NC(=C1)C(F)(F)F)Cl (2-Chloro-6-(trifluoromethyl) pyridin-4-yl)methyl methanesulfonate